O=C1NC(CCC1N1C(C2=CC=C(C=C2C1=O)N1CCN(CC1)CCC(=O)N1CCC(CC1)C1=CC=C(C(=O)NC2=CC3=C(NC(=N3)CN3CCCC3)C=C2)C=C1)=O)=O 4-(1-(3-(4-(2-(2,6-dioxopiperidin-3-yl)-1,3-dioxoisoindolin-5-yl)piperazin-1-yl)propanoyl)piperidin-4-yl)-N-(2-(pyrrolidin-1-ylmethyl)-1H-benzo[d]imidazol-5-yl)benzamide